4-[3-fluoro-5-(2-oxo-1,3-dihydropyrrolo[2,3-b]pyridin-4-yl)phenyl]piperazine-1-carboxylic acid tert-butyl ester C(C)(C)(C)OC(=O)N1CCN(CC1)C1=CC(=CC(=C1)C1=C2C(=NC=C1)NC(C2)=O)F